FC1=C(CN2C=CC3=CC(=CC=C23)C(=O)O)C(=CC=C1)OC(C)C 1-(2-fluoro-6-isopropoxybenzyl)-1H-indole-5-carboxylic acid